CC1(C[C@@H](C[C@H]1OCCCCC1=NC=2NCCCC2C=C1)N([C@@H](C(=O)O)C1=C2[C@H](CCOC2=CC=C1)C)C)C |&1:3,5,22| (RS)-2-(((1SR,4RS)-3,3-dimethyl-4-(4-(5,6,7,8-tetrahydro-1,8-naphthyridin-2-yl)butoxy)cyclopentyl)(methyl)amino)-2-((S)-4-methylchroman-5-yl)acetic acid